Tert-butyl 3,5-dicarbonylpyridine-1-carboxylate C(=O)=C1CN(CC(C1)=C=O)C(=O)OC(C)(C)C